isobutyl-methyl-tetrahydropyran C(C(C)C)C1(OCCCC1)C